C(CNCCCN)NCCCN N,N''-1,2-ethanediylbis(1,3-propane-diamine)